BrCCC(CCC(CCC)O)O 1-bromo-3,6-nonanediol